(3S,8S,9aR)-8-(2,3-dichloro-6-hydroxyphenyl)-3-[(1R)-1-hydroxy-2-methylpropyl]-hexahydro-2H-pyrido[1,2-a]pyrazine-1,4-dione ClC1=C(C(=CC=C1Cl)O)[C@@H]1C[C@H]2N(C([C@@H](NC2=O)[C@@H](C(C)C)O)=O)CC1